3-bromo-5-(difluoromethyl)-1-tetrahydropyran-4-yl-pyrazole-4-carboxylic acid BrC1=NN(C(=C1C(=O)O)C(F)F)C1CCOCC1